C(C)OC1=C(C(=CC(=C1)CN1CCC(CC1)C1=CNC=CC=C1)OCC)C1=CC=C(C=C1)F 3-(1-((2,6-diethoxy-4'-fluoro-[1,1'-biphenyl]-4-yl)methyl)piperidin-4-yl)azepine